1-(3-(2,2'-difluoro-6'-hydroxy-6-vinyl-[1,1'-biphenyl]-4-yl)-5,6-dihydro-[1,2,4]triazolo[4,3-a]pyrazin-7(8H)-yl)prop-2-en-1-one FC1=C(C(=CC(=C1)C1=NN=C2N1CCN(C2)C(C=C)=O)C=C)C2=C(C=CC=C2O)F